1-((3-((dimethylamino)methyl)-1H-pyrrolo[2,3-b]pyridin-5-yl)methyl)-N-(3-(trifluoromethyl)phenyl)indoline-6-carboxamide CN(C)CC1=CNC2=NC=C(C=C21)CN2CCC1=CC=C(C=C21)C(=O)NC2=CC(=CC=C2)C(F)(F)F